COC(=O)C1=NN(C=C1N)CC1=C(C=CC=C1F)F methyl-4-amino-1-(2,6-difluorobenzyl)-1H-pyrazole-3-carboxylate